propane-1,3-diyldiacrylate C(CCC=CC(=O)[O-])C=CC(=O)[O-]